2-(tridecafluorohexyl)ethanol FC(C(C(C(C(CCO)(F)F)(F)F)(F)F)(F)F)(C(F)(F)F)F